C(C1=CC=CC=C1)OC(=O)N[C@H](C=1N=C2N(N=CC(=C2)CC2(C(N(CCC2)C(=O)OC(C)(C)C)=O)C(=O)OC)C1)C1CCCCCC1 1-(tert-butyl) 3-methyl 3-((2-((S)-(((benzyloxy)carbonyl)amino)(cycloheptyl)methyl)imidazo[1,2-b]pyridazin-7-yl)methyl)-2-oxopiperidine-1,3-dicarboxylate